NCC1=CC=C(C=C1)CN(C1=C(C(=NN1C(=O)C1=C(OC=C1)C)C1CN(CC1C(F)(F)F)C(=O)N(C)C)C#N)C 3-[5-({[4-(aminomethyl)phenyl]methyl}(methyl)amino)-4-cyano-1-(2-methylfuran-3-carbonyl)-1H-pyrazol-3-yl]-N,N-dimethyl-4-(trifluoromethyl)pyrrolidine-1-carboxamide